4-(vinyloxy)aniline C(=C)OC1=CC=C(N)C=C1